pyridazine-5-carbaldehyde N1=NC=CC(=C1)C=O